NC=1C=C(C(=C(C1)C(C(C)(O)C)(F)F)F)C(C)NC1=NC(=NC2=CC(=C(C=C12)OCCOC1COC1)OC)C 1-(5-Amino-2-fluoro-3-(1-((7-methoxy-2-methyl-6-(2-(oxetane-3-oxy)ethoxy)quinazolin-4-yl)amino)ethyl)phenyl)-1,1-difluoro-2-methylpropan-2-ol